tert-butyl 4-formyl-5-methoxy-7-methylindole-1-carboxylate C(=O)C1=C2C=CN(C2=C(C=C1OC)C)C(=O)OC(C)(C)C